N1(CCOCC1)C1(C2=C(N=C(N1)S(=O)(=O)[O-])C=CS2)S(=O)(=O)[O-] 4-morpholin-4-yl-thieno[3,2-d]pyrimidinedisulfonate